[(2s)-1-methylpiperidin-2-yl]methanol CN1[C@@H](CCCC1)CO